(4-(1H-imidazol-2-yl)piperidin-1-yl)(4-(1H-indazol-3-yl)phenyl)methanone tert-butyl-2-chloro-7-(methoxy(methyl)carbamoyl)-7,8-dihydro-1,6-naphthyridine-6(5H)-carboxylate C(C)(C)(C)OC(=O)N1CC=2C=CC(=NC2CC1C(N(C)OC)=O)Cl.N1C(=NC=C1)C1CCN(CC1)C(=O)C1=CC=C(C=C1)C1=NNC2=CC=CC=C12